methyl 1-[[1-(5-hydroxy-3-pyridyl)-3-(trifluoromethyl)-4,5,6,7-tetrahydroindazol-7-yl]methyl]piperidine-4-carboxylate OC=1C=C(C=NC1)N1N=C(C=2CCCC(C12)CN1CCC(CC1)C(=O)OC)C(F)(F)F